NSC#N amino thiocyanate